phenyl-saccharin C1(=CC=CC=C1)N1S(=O)(=O)C2=CC=CC=C2C1=O